ClC1=C(C=CC(=C1C1=CC2=C(N=C(N=C2)NC)N2C1=NN=C2)Cl)O 2,4-dichloro-3-(2-(methylamino)-[1,2,4]triazolo[4',3':1,6]pyrido[2,3-d]pyrimidin-6-yl)phenol